O=C1N(C[C@H]2N1CCNC2)C21CC(C2)(C1)CNS(=O)(=O)N (S)-3-oxo-2-(3-((aminosulfonylamino)methyl)bicyclo[1.1.1]pentane-1-yl)hexahydroimidazo[1,5-a]pyrazine